F[C@@H](CCCC=1C=C2C(=NC=NN2C1)C1=CC(=C(C=C1)CNC(OC(C)(C)C)=O)C)CO tert-butyl N-[[4-[6-[(4S)-4-fluoro-5-hydroxy-pentyl]pyrrolo[2,1-f][1,2,4]triazin-4-yl]-2-methyl-phenyl]methyl]carbamate